(2S)-2-[(3R)-1-tert-Butoxycarbonylpyrrolidin-3-yl]-3-[3-(2-fluoro-3-methoxy-phenyl)phenyl]propanoic acid C(C)(C)(C)OC(=O)N1C[C@H](CC1)[C@@H](C(=O)O)CC1=CC(=CC=C1)C1=C(C(=CC=C1)OC)F